FC1=C(C=NN1C)S(=O)(=O)NNC1CN(CCC1)C (5-fluoro-1-methyl-1H-pyrazol-4-yl)-N-(1-methylpiperidin-3-yl)amino-sulfonamide